N[C@H]1C(N(C2=C(C(=CC=C2C1)C(F)(F)F)OC1=C(C=CC(=C1)F)Cl)C)=O (3R)-3-amino-8-(2-chloro-5-fluorophenoxy)-1-methyl-7-(trifluoromethyl)-1,2,3,4-tetrahydroquinolin-2-one